Tert-Butyl (2R,5S)-4-(5-(azetidin-1-yl)-7-(4-chloropyridin-2-yl)-7H-pyrrolo[2,3-d]pyrimidin-4-yl)-2,5-dimethylpiperazine-1-carboxylate N1(CCC1)C1=CN(C=2N=CN=C(C21)N2C[C@H](N(C[C@@H]2C)C(=O)OC(C)(C)C)C)C2=NC=CC(=C2)Cl